[NH4+].C1(=CC=CC2=CC=CC=C12)S(=O)(=O)[O-].[Na] sodium naphthalenesulfonate, ammonium salt